FC1(C(C1)C1=C(C=NN1C)C(=O)O)F 5-(2,2-difluorocyclopropyl)-1-methyl-1H-pyrazole-4-carboxylic acid